1,2,3-tris(mercaptoethylthio)benzene 4,6-Dimethyloctylacetat CC(CCCOC(C)=O)CC(CC)C.SCCSC1=C(C(=CC=C1)SCCS)SCCS